ethyl 5-bromo-2,3-dihydrobenzofuran-2-carboxylate BrC=1C=CC2=C(CC(O2)C(=O)OCC)C1